epsilon-caprolactone (hexyl lactate) C(CCCCC)C(C(=O)O)(O)C.C1(CCCCCO1)=O